(R)-4-(1-((perfluorophenyl)sulfonyl)-N-(4-(tetrahydro-2H-pyran-4-yl)benzyl)azetidine-2-carboxamido)-benzoyl chloride FC1=C(C(=C(C(=C1F)F)F)F)S(=O)(=O)N1[C@H](CC1)C(=O)N(CC1=CC=C(C=C1)C1CCOCC1)C1=CC=C(C(=O)Cl)C=C1